acroylacetone oxime C(=O)(C=C)CC(C)=NO